C1(CC1)C=1C=C(C=2N(C(C=C(N2)N2CCCCC2)=O)C1)C(C)O 7-cyclopropyl-9-(1-hydroxyethyl)-2-(piperidin-1-yl)-4H-pyrido[1,2-a]pyrimidin-4-one